BrC1=CC(=C(C(=O)OC)C=C1)C=C methyl 4-bromo-2-vinylbenzoate